C(C1=CC=CC=C1)(=O)OC[C@H]1CC[C@](O1)(N1C(NC(C=C1)=O)=O)C#N (2r,3r,4r,5r)-5-((benzoyloxy)methyl)-2-cyano-2-(2,4-dioxo-3,4-dihydropyrimidin-1(2H)-yl)tetrahydrofuran